COCCN1N=CC(=C1)NC1=NC=C2C(=N1)N(N=C2NC=2C=C(C=NC2C)NC(CN2[C@H](CCC2)C)=O)C (S)-N-(5-((6-((1-(2-methoxyethyl)-1H-pyrazol-4-yl)amino)-1-methyl-1H-pyrazolo[3,4-d]pyrimidin-3-yl)amino)-6-methylpyridin-3-yl)-2-(2-methylpyrrolidin-1-yl)acetamide